N[C@@H]1C2=CC=CC=C2CC12CCN(CC2)C=2C(=NC(=CN2)C#CC(C)C)CO (S)-(3-(1-amino-1,3-dihydrospiro[indene-2,4'-piperidin]-1'-yl)-6-(3-methylbut-1-yn-1-yl)pyrazin-2-yl)methanol